NC=1C=C2CCC=CC2=CC1 6-amino-3,4-dihydronaphthalen